C(C)OC(C(=O)NC=1SC(=NN1)N[C@H]1CN(CC1)C=1N=NC=CC1)C1=CC(=CC=C1)OC(F)(F)F 2-ethoxy-N-[5-[[(3R)-1-pyridazin-3-ylpyrrolidin-3-yl]amino]-1,3,4-thiadiazol-2-yl]-2-[3-(trifluoromethoxy)phenyl]acetamide